FC1=C(C=CC(=C1)C(=O)OCC)B(O)O 2-FLUORO-4-ETHOXYCARBONYLPHENYLBORONIC ACID